1-(2-hydroxyethyl)azepin OCCN1C=CC=CC=C1